C(=O)(OC(C)(C)C)C1(NC(N([C@H]2C([C@H](O)[C@@H](CO)O2)(F)F)C=C1)=O)N 4-Boc-2'-deoxy-2',2'-difluorocytidine